FC1=C(C(=CC=C1)C)[C@@H]1C[C@@H](CC1)C1=CC=2C(=NC(=CN2)C)N(C1=O)CC1=NC=CN=C1C 7-((1R,3S)-3-(2-Fluoro-6-methylphenyl)cyclopentyl)-3-methyl-5-((3-methylpyrazin-2-yl)methyl)pyrido[2,3-b]pyrazin-6(5H)-one